5-Chloro-2-cyanopyridin-3-yl 3-azido-3-deoxy-1-thio-α-D-galactopyranoside N(=[N+]=[N-])[C@@H]1[C@H]([C@@H](SC=2C(=NC=C(C2)Cl)C#N)O[C@@H]([C@@H]1O)CO)O